2-(2-chloro-4-((cyclopropylmethyl)sulfonyl)phenyl)-2-(4,6-dichloro-5-(2-(trifluoromethoxy)phenyl)-1H-benzo[d]imidazol-2-yl)ethanol ClC1=C(C=CC(=C1)S(=O)(=O)CC1CC1)C(CO)C1=NC2=C(N1)C=C(C(=C2Cl)C2=C(C=CC=C2)OC(F)(F)F)Cl